FC(CNCCC(=O)OC(C)(C)C)(F)F tert-Butyl 3-((2,2,2-trifluoroethyl)amino)propanoate